methanone-oxime acetate C(C)(=O)O.C=NO